C(C1=CC=CC=C1)OC(N[C@@H]1CN(C[C@H]1O)C1=NC(=CC(=C1)I)F)=O trans-[1-(6-fluoro-4-iodopyridin-2-yl)-4-hydroxypyrrolidin-3-yl]carbamic acid benzyl ester